2-(2-chlorophenyl)-5-(7-(methylsulfonyl)-1,2,3,4-tetrahydronaphthalen-2-yl)-4,5,6,7-tetrahydro-3H-imidazo[4,5-c]pyridine ClC1=C(C=CC=C1)C1=NC2=C(CN(CC2)C2CC3=CC(=CC=C3CC2)S(=O)(=O)C)N1